Copper(I) Melamine N1=C(N)N=C(N)N=C1N.[Cu+]